4-(trans-4-heptyl-cyclopropyl)phenol CCCC(CCC)C1(CC1)C1=CC=C(C=C1)O